C(C)(C)(C)OC(=O)N1CCC(CC1)OC=1C=C2C(=NC=NC2=CC1)Cl tert-butyl-4-((4-Chloroquinazolin-6-yl)oxy)piperidine-1-carboxylate